C(C)(C)(C)C1=CC=C(C=C1)C1=CC(=NC=C1)C=O 4-(4-(tert-butyl)phenyl)picolinaldehyde